tert-butyl 7-(2-((6-cyanopyridin-3-yl)(((1s,4s)-4-methylcyclohexyl)methyl)amino)ethyl)-6,8-dioxa-2-azaspiro[3.5]nonane-2-carboxylate C(#N)C1=CC=C(C=N1)N(CCC1OCC2(CN(C2)C(=O)OC(C)(C)C)CO1)CC1CCC(CC1)C